N-[4-(4-chloro-1H-pyrazol-1-yl)-3-sulfamoylphenyl]-2-(3-methylphenyl)acetamide ClC=1C=NN(C1)C1=C(C=C(C=C1)NC(CC1=CC(=CC=C1)C)=O)S(N)(=O)=O